3-methylisoxazol-5(4H)-one CC1=NOC(C1)=O